ClC=1C=NC(=NC1)N1CCC(CC1)CCCOC1=CC(=C(C=C1)CCN1C2CN(C(C1)CC2)C[C@@H]([C@@H]([C@@H](CO)O)O)O)F 2-(4-(3-(1-(5-chloropyrimidin-2-yl)piperidin-4-yl)propoxy)-2-fluorophenyl)-1-(5-((2S,3S,4R)-2,3,4,5-tetrahydroxypentyl)-2,5-diazabicyclo[2.2.2]octan-2-yl)ethan